isoquinolin-1-amine Methyl-3-[2-[1-[(2,4-dimethoxyphenyl)methylamino]isoquinolin-5-yl]ethynyl]bicyclo[1.1.1]pentane-1-carboxylate COC(=O)C12CC(C1)(C2)C#CC2=C1C=CN=C(C1=CC=C2)NCC2=C(C=C(C=C2)OC)OC.C2(=NC=CC1=CC=CC=C21)N